2-(2,5-dimethyl-1H-pyrrol-1-yl)-7-(6-(1-(3-fluoro-1-(4-fluorophenyl)propyl)-1H-pyrazol-4-yl)pyrazin-2-yl)-[1,2,4]triazolo[1,5-a]pyridine CC=1N(C(=CC1)C)C1=NN2C(C=C(C=C2)C2=NC(=CN=C2)C=2C=NN(C2)C(CCF)C2=CC=C(C=C2)F)=N1